C(=O)C1=CC(=C(OC2=CC(=NC=N2)OC2=C(C=C(C#N)C=C2C)C)C=C1)OC 4-((6-(4-formyl-2-methoxyphenoxy)pyrimidin-4-yl)oxy)-3,5-dimethylbenzonitrile